(3R)-3-amino-5-[(4-chlorophenyl)methyl]-8-fluoro-7-[5-(5-oxa-2-azaspiro[3.4]octan-2-yl)-1,3,4-oxadiazol-2-yl]-1,1-dioxo-2,3-dihydro-1lambda6,5-benzothiazepin-4-one N[C@H]1CS(C2=C(N(C1=O)CC1=CC=C(C=C1)Cl)C=C(C(=C2)F)C=2OC(=NN2)N2CC1(C2)OCCC1)(=O)=O